S(=O)(=O)(O)OC1=C(C=CC=C1)N Aminophenol hemisulfate